COC(=O)C=1C=CC2=C(OC[C@@H]3N2CCN(C3)C(=O)OCC3=CC=CC=C3)N1 (R)-1,2,4a,5-tetrahydropyrazino[1,2-d]Pyrido[2,3-b][1,4]Oxazine-3,8(4H)-dicarboxylic acid 3-benzyl 8-methyl ester